4-(4'-(3-((2,2-difluoro-3-hydroxypropyl)amino)cyclobutyl)-[1,1'-biphenyl]-4-yl)-2-(2-((S)-1-hydroxyethyl)-1H-imidazol-1-yl)but-3-en-1-ol FC(CNC1CC(C1)C1=CC=C(C=C1)C1=CC=C(C=C1)C=CC(CO)N1C(=NC=C1)[C@H](C)O)(CO)F